(S)-2-methyl-N-((R)-9-p-toluenesulfonyl-2,3,4,9-tetrahydro-1H-carbazol-4-yl)propane-2-sulfinamide CC(C)(C)[S@](=O)N[C@@H]1CCCC=2N(C3=CC=CC=C3C12)S(=O)(=O)C1=CC=C(C)C=C1